N(N)CC1=CC=NO1 5-(hydrazinylmethyl)-1,2-oxazole